BrC=1C(=C(C=C(C1)C)NC(OC(C)(C)C)=O)C T-butyl (3-bromo-2,5-dimethylphenyl)carbamate